6-chloro-3-((1-(2-cyano-3-(4-(2-cyclopropylacetyl)piperazin-1-yl)-7-methylquinoxalin-5-yl)ethyl)amino)picolinic acid ClC1=CC=C(C(=N1)C(=O)O)NC(C)C1=C2N=C(C(=NC2=CC(=C1)C)C#N)N1CCN(CC1)C(CC1CC1)=O